(Z)-1-(2-fluoro-2-nitrovinyl)-4-cyanobenzene F\C(=C/C1=CC=C(C=C1)C#N)\[N+](=O)[O-]